1,1-dimethyl-N-({5-[5-(trifluoromethyl)-1,2,4-oxadiazol-3-yl]pyridin-2-yl}methyl)silinan-4-amine C[Si]1(CCC(CC1)NCC1=NC=C(C=C1)C1=NOC(=N1)C(F)(F)F)C